(R)-4-((3-fluoropyridin-2-yl)thio)-6-(1-(1-(2-hydroxypropanoyl)piperidin-4-yl)-5-methyl-1H-pyrazol-4-yl)pyrazolo[1,5-a]pyridine-3-carbonitrile FC=1C(=NC=CC1)SC=1C=2N(C=C(C1)C=1C=NN(C1C)C1CCN(CC1)C([C@@H](C)O)=O)N=CC2C#N